2,4-ditrifluoromethyl-phenylboronic acid FC(C1=C(C=CC(=C1)C(F)(F)F)B(O)O)(F)F